N(N)C(=O)C=1C=CC(=NC1)CN(S(=O)(=O)C)C1=CC=C(C=C1)OC N-((5-(hydrazinecarbonyl)pyridin-2-yl)methyl)-N-(4-methoxyphenyl)methanesulfonamide